2-(buta-1,3-diyn-1-yl)-1-(3-methoxy-4-nitrobenzoyl)piperidine C(#CC#C)C1N(CCCC1)C(C1=CC(=C(C=C1)[N+](=O)[O-])OC)=O